1-ethyl-5-(2-fluoro-3-methoxyphenyl)-3-(2-fluoro-6-(trifluoromethyl)benzyl)-4-methylpyridine-2,6(1H,3H)-dione C(C)N1C(C(C(=C(C1=O)C1=C(C(=CC=C1)OC)F)C)CC1=C(C=CC=C1C(F)(F)F)F)=O